ClC=1C(=NC(=NC1)N1CCN(CC1)C(=O)[C@H]1CCC(N1)=O)NC(C)C1=C(C=C(C(=C1)F)Cl)Cl (5R)-5-[4-[5-chloro-4-[1-(2,4-dichloro-5-fluoro-phenyl)ethylamino]pyrimidin-2-yl]piperazine-1-carbonyl]pyrrolidin-2-one